FC(CN1C[C@@H](CCC1)NC1=NN=C(C=2N1C=CC2)C2=C(C=C(C=C2F)C)O)F 2-(4-{[(3R)-1-(2,2-difluoroethyl)piperidin-3-yl]amino}pyrrolo[1,2-d][1,2,4]triazin-1-yl)-3-fluoro-5-methylphenol